C1(CC1)N1C(=NC(=C1)C(F)(F)F)C1=CC=C(C=C1)CN 1-[4-[1-cyclopropyl-4-(trifluoromethyl)imidazol-2-yl]phenyl]methanamine